C(C)(C)(C)OC(=O)N1C(=C(C=2C(CC(CC12)(C)C)=O)C)C(=O)N[C@@H](CCCC)C1=NC2=C(N1C(=O)OC(C)(C)C)C=C(C=C2)O tert-butyl (S)-2-(1-(1-(tert-butoxycarbonyl)-3,6,6-trimethyl-4-oxo-4,5,6,7-tetrahydro-1H-indole-2-carboxamido)pentyl)-6-hydroxy-1H-benzo[d]imidazole-1-carboxylate